C(CC)C1=CC2=C(OC(O2)C(C)=O)C=C1 1-(5-propyl-1,3-benzodioxol-2-yl)ethanone